2-cyano-N-(prop-2-ynyl)acetamide C(#N)CC(=O)NCC#C